trifluoromethanesulfonic acid (diethoxyphosphoryl)-methyl ester C(C)OP(=O)(OCC)COS(=O)(=O)C(F)(F)F